C(C)(C)(C)OC(=O)N1CCC(CC1)C(C(=O)C=1C=C(C=C2C=NNC12)Cl)(C)C 4-[2-(5-chloro-1H-indazol-7-yl)-1,1-dimethyl-2-oxo-ethyl]piperidine-1-carboxylic acid tert-butyl ester